FC=1C=CC(=C(C1)N(C(CC)=O)C(C)C)B1OC(C(O1)(C)C)(C)C N-[5-Fluoro-2-(tetramethyl-1,3,2-dioxaborolan-2-yl)phenyl]-N-(isopropyl)propanamide